The molecule is a flavin mononucleotide that is riboflavin (vitamin B2) in which the primary hydroxy group has been converted to its dihydrogen phosphate ester. It has a role as a coenzyme, a bacterial metabolite, a human metabolite, a mouse metabolite and a cofactor. It is a conjugate acid of a FMN(3-). CC1=CC2=C(C=C1C)N(C3=NC(=O)NC(=O)C3=N2)C[C@@H]([C@@H]([C@@H](COP(=O)(O)O)O)O)O